benzyl N-[4-[4-amino 2-(N-(2-amino 1-methyl 2-oxoethyl) 3,4-difluoroanilino)thiazole-5-carbonyl]phenyl]carbamate NC=1N=C(SC1C(=O)C1=CC=C(C=C1)NC(OCC1=CC=CC=C1)=O)N(C1=CC(=C(C=C1)F)F)C(C(=O)N)C